2-(4-hydroxybutyloxy)tetrahydrofuran OCCCCOC1OCCC1